BrC1=CC(=C(CNC(=O)C=2OC(=NN2)C(C)(C)C)C=C1)C N-(4-bromo-2-methylbenzyl)-5-(tert-butyl)-1,3,4-oxadiazole-2-carboxamide